ClC1=NC(=CC(=C1C(=O)O)C)C(F)(F)F 2-chloro-4-methyl-6-(trifluoromethyl)pyridine-3-carboxylic acid